CC=1C=CC(=NC1)N1CN(C2=C1C=CC=C2)CCC 1-(5-methylpyridin-2-yl)-3-propyl-1H-benzo[d]imidazole